4-(2-Fluoroethoxy)phenethylcarbamic acid tert-butyl ester C(C)(C)(C)OC(NCCC1=CC=C(C=C1)OCCF)=O